tri(azolyl)amine N1C(=CC=C1)N(C=1NC=CC1)C=1NC=CC1